trans-3-(bromomethyl)-4-methylpiperidine-1-carboxylic acid tert-butyl ester C(C)(C)(C)OC(=O)N1C[C@H]([C@@H](CC1)C)CBr